COC=1C=C2C(=CC=NC2=CC1OC)OC1=CC=C(C=C1)NC(=O)C1=CN=C(N(C1=O)C1=CC=C(C=C1)F)SC(C)C N-[4-(6,7-dimethoxyquinolin-4-yl)oxyphenyl]-1-(4-fluorophenyl)-6-oxo-2-propan-2-ylsulfanylpyrimidine-5-carboxamide